O.O.O.O.O.O.[O-]S(=O)(=O)[O-].[Zn+2] The molecule is a hydrate that is the hexahydrate form of zinc sulfate. It is a hydrate and a metal sulfate. It contains a zinc sulfate.